Cl.BrC1=CNC(C2=C1N=C(N=C2NC2=CC(=CC=C2)OC2=CC=CC=C2)NC2CCN(CC2)C)=O 8-bromo-2-((1-methylpiperidin-4-yl)amino)-4-((3-phenoxyphenyl)amino)pyrido[4,3-d]pyrimidin-5(6H)-one hydrochloride